C(CCC)OC(C(C(=O)OCCCC)(CC=C)CC=C)=O.C(CC(=O)OC)(=O)OCC=C allyl methyl malonate dibutyl-diallyl-malonate